FC=1C=C(C=2N(C1)C(=CN2)C2=NN(C1=C2C=NC(=C1)C1OCCCNC1)CC(F)(F)F)F [3-(6,8-Difluoro-imidazo[1,2-a]pyridin-3-yl)-1-(2,2,2-trifluoro-ethyl)-1H-pyrazolo[4,3-c]pyridin-6-yl]-1,4-oxazepan